C(C=C)C12C(N(CC1)CC1=CC=CC=C1)CN([C@@H]2C(=O)OC)C(=O)OC(C)(C)C 5-(tert-butyl) 4-methyl (4S)-3a-allyl-1-benzylhexahydropyrrolo[3,4-b]pyrrole-4,5(1H)-dicarboxylate